FC1=C(C(=O)N2CC(C2)N(C=2C=C(C#N)C=CN2)C)C=C(C=C1)CC1=NNC(C2=CC=C(C=C12)C#CC)=O 2-((1-(2-Fluoro-5-((4-oxo-7-(prop-1-yn-1-yl)-3,4-dihydrophthalazin-1-yl)methyl)benzoyl)azetidin-3-yl)(methyl)amino)isonicotinonitrile